FC=1C=C(C(=O)NCC2CCC(CC2)N2N=C3C=C(C=CC3=C2)C=2C=NN(C2)C(C)C)C=C(C1O)F 3,5-difluoro-4-hydroxy-N-{[(1r,4r)-4-{6-[1-(propan-2-yl)-1H-pyrazol-4-yl]-2H-indazol-2-yl}cyclohexyl]methyl}benzamide